C(C)(C)(C)OC(=O)\N=C(\N[C@@H]1CCOC2=CC=C(C=C12)C(=O)OC)/NC(CC(=O)OC)(CCC=C)CC methyl (4R)-4-((Z)-2-(tert-butoxycarbonyl)-3-(3-ethyl-1-methoxy-1-oxohept-6-en-3-yl)guanidino)chromane-6-carboxylate